FC1(CC1)C1=NC(=CC(=N1)NC1=CC(=NC=C1C1=NN(C=C1)C)NC(C)=O)C N-(4-((2-(1-fluorocyclopropyl)-6-methylpyrimidin-4-yl)amino)-5-(1-methyl-1H-pyrazol-3-yl)pyridin-2-yl)acetamide